O=C(C(=O)NC=1C2=C(C=NC1)C=NN2)N2[C@H](CC[C@@H](C2)C)C=2C=CC1=C(N=C(S1)C(C)N(C)C)C2 2-oxo-N-(1H-pyrazolo[4,3-c]pyridin-7-yl)-2-[(2R,5S)-2-[2-[1-(dimethylamino)ethyl]-1,3-benzothiazol-5-yl]-5-methyl-1-piperidyl]acetamide